FC1=C(C=CC=C1F)C1OC(=C(C1=O)OS(=O)(=O)C1=CC=CC=C1)N 2-(2,3-difluorophenyl)-4-[[phenylsulfonyl]oxy]-5-amino-3(2H)-furanone